5,5-dimethyl-5,6-dihydro-4H-pyrrolo[1,2-b]pyrazole CC1(CC=2N(N=CC2)C1)C